CN1CCN(CC1)CC1=C(C=C(C=C1)NC=1N=C(C2=C(N1)C=CS2)N2N=CCC2C2=CC=CC=C2)C(F)(F)F N-(4-((4-methylpiperazin-1-yl)methyl)-3-(trifluoromethyl)phenyl)-4-(5-phenyl-4,5-dihydro-1H-pyrazol-1-yl)thieno[3,2-d]pyrimidin-2-amine